C1(=CC=CC=C1)C=1C=CC=2N(C3=CC=CC=C3C2C1)C1=C(C#N)C=C(C(=C1)N1C2=CC=CC=C2C=2C=C(C=CC12)C1=CC=CC=C1)C1=CC=NC=C1 2,4-bis(3-phenyl-9H-carbazol-9-yl)-5-(pyridin-4-yl)benzonitrile